BrC1=CC=C(S1)C=1OC(=NN1)C(F)F 2-(5-Bromothiophen-2-yl)-5-(difluoromethyl)-1,3,4-oxadiazole